C(#N)CC1=C(C(=O)N)C=CC(=C1)C1=NC(=NC=C1C)NC=1C=NN(C1)C1CCC(CC1)(F)F (cyanomethyl)-4-(2-((1-(4,4-difluorocyclohexyl)-1H-pyrazol-4-yl)amino)-5-methylpyrimidin-4-yl)benzamide